O[C@](C=1C=C(C=CC1)N1C(C2=CC(=CC(=C2C1)C(F)(F)F)CNC1(CCC1)C)=O)(C1=CC=CC=C1)C1=NN=CN1C (S)-2-(3-(hydroxy(4-methyl-4H-1,2,4-triazol-3-yl)(phenyl)methyl)phenyl)-6-(((1-methylcyclobutyl)amino)methyl)-4-(trifluoromethyl)isoindolin-1-one